2-(trifluoromethyl)-6-(1-trityl-1H-imidazol-4-yl)pyridine methyl-2-amino-4-(cyanomethyl)-1-(3-methoxy-2,6-dimethylphenyl)-1H-pyrrolo[2,3-b]pyridine-3-carboxylate COC(=O)C1=C(N(C2=NC=CC(=C21)CC#N)C2=C(C(=CC=C2C)OC)C)N.FC(C2=NC(=CC=C2)C=2N=CN(C2)C(C2=CC=CC=C2)(C2=CC=CC=C2)C2=CC=CC=C2)(F)F